O5-[[2,2-dimethyl-5-[[5-[(Z)-non-3-enoxy]-5-oxo-pentanoyl]oxymethyl]-1,3-dioxan-5-yl]methyl] O1-[(Z)-non-3-enyl] pentanedioate C(CCCC(=O)OCC1(COC(OC1)(C)C)COC(CCCC(=O)OCC\C=C/CCCCC)=O)(=O)OCC\C=C/CCCCC